CC1([C@@H]2CCC([C@@H]([C@]2(CCC1)C)CC[C@H](C)O)=C)C (2S)-4-[(1S,4aS,8aS)-5,5,8a-trimethyl-2-methylene-decalin-1-yl]butan-2-ol